FC1=C(C=C(C=C1)[C@H](C(=O)O)C)CCN[C@@H]([C@H]1CNC2=CC=CN=C2C1)C1=CC=CC=C1 (2R)-2-[4-fluoro-3-[2-[[(S)-phenyl-[(3R)-1,2,3,4-tetrahydro-1,5-naphthyridin-3-yl]methyl]amino]ethyl]phenyl]propanoic acid